7-bromo-2-((2-(trimethylsilyl)ethoxy)methyl)pyrrolo[1,2-a]pyrazin-1(2H)-one BrC=1C=C2N(C=CN(C2=O)COCC[Si](C)(C)C)C1